[N+](=O)([O-])C1=CC=C(C=C1)CCCCN 4-(4-nitrophenyl)butan-1-amine